FC(CN1[C@@H](CC1)CO)F (S)-(1-(2,2-difluoroethyl)azetidin-2-yl)methanol